ClC=1N=C(C2=C(N1)C(=C(N=C2)C2=CC(=CC1=CC=CC=C21)OCOC)F)N2CC(NCC2)=O 4-[2-chloro-8-fluoro-7-[3-(methoxymethoxy)-1-naphthyl]pyrido[4,3-d]pyrimidin-4-yl]piperazin-2-one